N1(CCC1)C=1C=C2C(=NC1)C(=NN2C)N 6-(azetidin-1-yl)-1-methyl-1H-pyrazolo[4,3-b]pyridin-3-amine